n-propoxide neodymium [Nd+3].[O-]CCC.[O-]CCC.[O-]CCC